Thiochroman-4-One S1CCC(C2=CC=CC=C12)=O